OCC1(O/C=C/C=C/O1)CO (1E,6E)-4,4-bis(hydroxymethyl)-3,5-dioxepin